7-chloro-6-(methylsulfonyl)-3-{[4-(4-morpholinyl)-1-piperidinyl]methyl}-N-(1-phenylcyclopropyl)-2-[3-(trifluoromethyl)phenyl]-4-quinolinecarboxamide ClC1=C(C=C2C(=C(C(=NC2=C1)C1=CC(=CC=C1)C(F)(F)F)CN1CCC(CC1)N1CCOCC1)C(=O)NC1(CC1)C1=CC=CC=C1)S(=O)(=O)C